ClC1=CC=C(S1)S(=O)(=O)NC1=C(C=CC(=C1)OC)C(=O)N1CCN(CC1)C=1SC=C(N1)C1=CC=C(C=C1)C(F)(F)F 5-chloro-N-(5-methoxy-2-(4-(4-(4-(trifluoromethyl)phenyl)thiazol-2-yl)piperazine-1-carbonyl)phenyl)thiophene-2-sulfonamide